C(=C)CC(=O)O.C1(\C=C/C(=O)O1)=O maleic acid-anhydride vinyl-acetate